(7-(3-fluoro-4-(trifluoro-methyl)phenoxy)-3,4-dihydroisoquinolin-2(1H)-yl)(1-(vinylsulfonyl)pyrrolidin-3-yl)-methanone FC=1C=C(OC2=CC=C3CCN(CC3=C2)C(=O)C2CN(CC2)S(=O)(=O)C=C)C=CC1C(F)(F)F